4-(5-methoxy-2-methyl-4-pyridyl)-6-methyl-N-[6-(5-methyl-3-furyl)thiazolo[4,5-b]pyrazin-2-yl]pyridine-3-carboxamide COC=1C(=CC(=NC1)C)C1=C(C=NC(=C1)C)C(=O)NC=1SC=2C(=NC=C(N2)C2=COC(=C2)C)N1